2-[2-(2-azidoethoxy)ethoxy]-N-[2-[2-[2-(2-azidoethoxy)ethoxy]ethoxy]ethyl]Ethanamine N(=[N+]=[N-])CCOCCOCCNCCOCCOCCOCCN=[N+]=[N-]